tert-Butyl 6-(2-cyanophenyl)-2,6-diazaspiro[3.3]heptane-2-carboxylate C(#N)C1=C(C=CC=C1)N1CC2(CN(C2)C(=O)OC(C)(C)C)C1